CC1(C2=CC(=CC=C2C=2C=CC(=CC12)C=CC1=CC=CC=C1)C=CC1=CC=CC=C1)C 9,9-dimethyl-2,7-distyrylfluorene